CN(C1=NC2=CC=C(N=C2C=C1)N1CC2=C(CC1)NN=C2)C2CCNCC2 N-methyl-N-(piperidin-4-yl)-6-(1,4,6,7-tetra-hydro-5H-pyrazolo[4,3-c]pyridin-5-yl)-1,5-naphthyridin-2-amine